C(CCCCCCC)SC1=NC(=NC(=N1)SCCCCCCCC)NC1=CC(=C(C(=C1)C(C)(C)C)O)C(C)(C)C 2,4-bis(n-octylsulfanyl)-6-(4-hydroxy-3,5-di-tert-butylanilino)-1,3,5-triazine